The molecule is a secondary carboxamide resulting from the formal condensation of the carboxylic acid group of 2,4,5-trimethyl-3-furoic acid with the amino group of aniline. An obsolete fungicide formerly used to control Basidiomycetes pathogens on cereal crops. It has a role as an antifungal agrochemical. It is an anilide, a secondary carboxamide, a member of furans and a furanilide fungicide. CC1=C(OC(=C1C(=O)NC2=CC=CC=C2)C)C